1-(4-((2R,4s,6S)-2-cyano-7-((5-methoxy-7-methyl-1H-indol-4-yl)methyl)-7-azaspiro[3.5]nonan-6-yl)benzamido)cyclopropane-1-carboxylic acid C(#N)C1CC2(C1)C[C@H](N(CC2)CC2=C1C=CNC1=C(C=C2OC)C)C2=CC=C(C(=O)NC1(CC1)C(=O)O)C=C2